2-(hept-6-en-1-yl)-3H-imidazo[4,5-b]pyridine C(CCCCC=C)C1=NC=2C(=NC=CC2)N1